NC1=C(C=C(C=N1)NC(C(=O)N1[C@H](CN([C@@H](C1)C)C(=O)C1(CC1)C(F)(F)F)C1=CC=CC=C1)=O)CC N-(6-amino-5-ethylpyridin-3-yl)-2-((2S,5R)-5-methyl-2-phenyl-4-(1-(trifluoromethyl)cyclopropanecarbonyl)piperazin-1-yl)-2-oxoacetamide